(3aS,5S,6aR)-5-((3-fluoropyridin-2-yl)oxy)-2-(4-hydroxyphenethyl)hexahydrocyclopenta[c]pyrrol-3a(1H)-ol FC=1C(=NC=CC1)O[C@@H]1C[C@@]2([C@@H](CN(C2)CCC2=CC=C(C=C2)O)C1)O